C(C)(C)(C)N1C(C2(C(C2C1)(C)C)C(C)(F)F)C#N 3-(tert-butyl)-1-(1,1-difluoroethyl)-6,6-dimethyl-3-azabicyclo[3.1.0]Hexane-2-Nitrile